N-(4-amino-3-fluorophenyl)-6-bromopicolinamide NC1=C(C=C(C=C1)NC(C1=NC(=CC=C1)Br)=O)F